N-(3-chloro-4-fluorophenyl)-7-fluoro-6-nitroquinazolin-4-amine ClC=1C=C(C=CC1F)NC1=NC=NC2=CC(=C(C=C12)[N+](=O)[O-])F